OCCNS(=O)(=O)C1=CC=C(C=C1)C=1N=NN(N1)CC1=NC=C(C=C1)C N-(2-hydroxyethyl)-4-(2-((5-methylpyridin-2-yl)methyl)-2H-tetrazol-5-yl)benzenesulfonamide